6-chloro-3-iodo-1-tosyl-1H-pyrrolo[2,3-b]pyridine ClC1=CC=C2C(=N1)N(C=C2I)S(=O)(=O)C2=CC=C(C)C=C2